NC=1C(=NC(=CC1)OC)CCN(C(C)C1=C(C=CC(=C1)F)NC1=C(C(=O)O)C=C(C(=C1)C(F)(F)F)F)C(=O)OC(C)(C)C 2-((2-(1-((2-(3-amino-6-methoxypyridin-2-yl)ethyl)(tert-butoxycarbonyl)amino)ethyl)-4-fluorophenyl)amino)-5-fluoro-4-(trifluoromethyl)benzoic acid